tert-butyl (4'-fluoro-3-(4-(5-((2-methoxyethoxy)methyl)pyridine-3-sulfonimidoyl)benzamido)-[1,1'-biphenyl]-4-yl)carbamate FC1=CC=C(C=C1)C1=CC(=C(C=C1)NC(OC(C)(C)C)=O)NC(C1=CC=C(C=C1)S(=O)(=N)C=1C=NC=C(C1)COCCOC)=O